CN1N=C(C(=C1C)CC=1SC=CC1)C(=O)OCC Ethyl 1,5-dimethyl-4-(2-thienylmethyl)pyrazole-3-carboxylate